(1R,3s,5S)-tert-butyl 3-(6-chloro-4-(methylcarbamoyl)pyridazin-3-ylamino)-8-azabicyclo[3.2.1]octane-8-carboxylate ClC1=CC(=C(N=N1)NC1C[C@H]2CC[C@@H](C1)N2C(=O)OC(C)(C)C)C(NC)=O